CNC=1N=C(C=NC1C=1C2=C(C=NC1)N(C=N2)C)NC2=CC=C(C=C2)[C@H](C)N2CCOCC2 |o1:25| 5-(Methylamino)-6-(3-methylimidazo[4,5-c]pyridin-7-yl)-3-[4-[rel-(1S)-1-morpholinoethyl]anilino]pyrazin